BrC=1C=C2C(CNCC2=CC1)(C)C 6-bromo-4,4-dimethyl-1,2,3,4-tetrahydroisoquinoline